C(C)S(=O)(=O)C=1C(=NC=C(C1)OCC(F)(F)F)C=1OC2=C(N1)C=C(C=C2)S(C(F)(F)F)(=O)=N [2-[3-ethylsulfonyl-5-(2,2,2-trifluoroethoxy)-2-pyridinyl]-1,3-benzoxazol-5-yl]-imino-oxo-(trifluoromethyl)-lambda6-Sulfane